(6-chloro-2-pyridyl)-(5-cyclopropyl-1-methyl-pyrazol-4-yl)methanol ClC1=CC=CC(=N1)C(O)C=1C=NN(C1C1CC1)C